2-(4-bromo-3-fluoro-phenyl)acetamide BrC1=C(C=C(C=C1)CC(=O)N)F